(5-(2-nitrophenyl)-2-(4-(trifluoromethyl)phenyl)Oxazol-4-yl)(4-(2-(piperidin-1-yl)ethyl)piperazin-1-yl)methanone [N+](=O)([O-])C1=C(C=CC=C1)C1=C(N=C(O1)C1=CC=C(C=C1)C(F)(F)F)C(=O)N1CCN(CC1)CCN1CCCCC1